F[B-](F)(F)F.C(CCCCC)C1[N+](=CN(C1CCCCCC)C1=C(C(=C(C=C1)C)C)C)C1=C(C(=C(C=C1)C)C)C 4,5-dihexyl-1,3-di(trimethylphenyl)-4,5-dihydro-1H-imidazolium tetrafluoroborate